CC(CC(=O)O)NC(=O)OCC1=CC=CC=C1 Z-DL-β-Homoalanine